(5S)-N-[(3S)-9-fluoro-2-oxo-5-phenyl-1,3-dihydro-1,4-benzodiazepine-3-yl]-2-[2-fluoro-6-(prop-2-ylamino)pyridin-3-yl]-5-methyl-6,7-dihydro-5H-pyrazolo[5,1-b][1,3]Oxazine-3-carboxamide FC1=CC=CC=2C(=N[C@@H](C(NC21)=O)NC(=O)C=2C(=NN1C2O[C@H](CC1)C)C=1C(=NC(=CC1)NC(C)C)F)C1=CC=CC=C1